ICCCCCOC=1C=C2C=C(C=NC2=CC1)N1C(NC(C(=C1)C#N)=O)=O 1-(6-(5-iodopentoxy)quinolin-3-yl)-2,4-dioxo-1,2,3,4-tetrahydropyrimidine-5-carbonitrile